tert-butyl ((1r,4r)-4-(((4-(1-(2,2,2-trifluoroethyl)piperidin-4-yl)phenyl)amino)methyl)cyclohexyl)carbamate FC(CN1CCC(CC1)C1=CC=C(C=C1)NCC1CCC(CC1)NC(OC(C)(C)C)=O)(F)F